N1(N=CC=C1)C1=C(CC=2N(C3=NC(=NC(=C3N2)N)N2CCNCC2)C(C)C)C=CC=C1 (2-(1H-pyrazol-1-yl)benzyl)-9-isopropyl-2-(piperazin-1-yl)-9H-purin-6-amine